FC(OC1=C(C=C(C=C1)B1OC(C(O1)(C)C)(C)C)C1=NC=CC=C1)F 2-(2-(difluoromethoxy)-5-(4,4,5,5-tetramethyl-1,3,2-dioxaborolan-2-yl)phenyl)pyridine